N1C=NC2=C1C=CC(=C2)NC(C#N)C2=CC=C(C=C2)C=2SC=C(N2)C2CC2 (1H-benzimidazol-5-ylamino)[4-(4-cyclopropyl-1,3-thiazol-2-yl)phenyl]acetonitrile